6,7-dihydro-5H-cyclopenta[c]pyridine-4-carbonitrile C1=NC=C(C2=C1CCC2)C#N